(S)-2-(2,5-dimethyl-1-(4-(2-morpholinoethoxy)phenyl)-1H-pyrrol-3-yl)-N-(1-(ethylsulfonyl)pyrrolidine-3-yl)-1H-imidazo[4,5-b]pyridine-7-amine CC=1N(C(=CC1C=1NC=2C(=NC=CC2N[C@@H]2CN(CC2)S(=O)(=O)CC)N1)C)C1=CC=C(C=C1)OCCN1CCOCC1